1-(5Z,8Z,11Z,14Z,17Z-eicosapentaenoyl)-2-docosanoyl-glycero-3-phosphoserine CCCCCCCCCCCCCCCCCCCCCC(=O)O[C@H](COC(=O)CCC/C=C\C/C=C\C/C=C\C/C=C\C/C=C\CC)COP(=O)(O)OC[C@@H](C(=O)O)N